N-(3-methoxy-1-oxo-1-((4-(3-(pyrimidin-4-yl)phenyl)thiazol-2-yl)amino)propan-2-yl)-1H-pyrrole-3-carboxamide COCC(C(NC=1SC=C(N1)C1=CC(=CC=C1)C1=NC=NC=C1)=O)NC(=O)C1=CNC=C1